[N+](=O)([O-])C1=C(C(=O)C2C(CCCC2=O)=O)C=CC(=C1)C(F)(F)F 2-[2-nitro-4-(trifluoromethyl)benzoyl]-cyclohexane-1,3-dione